O1C[C@H](CC1)N1N=CC(=C1)B1OC(C(O1)(C)C)(C)C 1-[(3S)-tetrahydrofuran-3-yl]-4-(4,4,5,5-tetramethyl-1,3,2-dioxaborolan-2-yl)pyrazole